N(=C=S)CCSSCCN=C=S bis(isothiocyanatoethyl)disulfide